(S)-2-METHYLPENT-4-EN-1-YL METHANESULFONATE CS(=O)(=O)OC[C@H](CC=C)C